(S)-1-(2-hydroxyethyl)-4-methyl-N-(3-fluoro-4-(methylsulfonyl)phenyl)-5-(2-(trifluoromethyl)phenyl)-1H-pyrrole-3-formamide OCCN1C=C(C(=C1C1=C(C=CC=C1)C(F)(F)F)C)C(=O)NC1=CC(=C(C=C1)S(=O)(=O)C)F